1-methylsulfonylcyclopropanecarbonitrile CS(=O)(=O)C1(CC1)C#N